5-bromo-3-[(4-nitrophenoxy)carbonylamino]thiophene-2-carboxylic acid methyl ester COC(=O)C=1SC(=CC1NC(=O)OC1=CC=C(C=C1)[N+](=O)[O-])Br